NC=1C2=C(N=C(N1)[2H])C(=CC(=N2)C=2C=C(C=CC2)C#C[C@]2(C(N(CC2)C)=O)O)CC (R)-3-((3-(4-Amino-8-ethylpyrido[3,2-d]pyrimidin-6-yl-2-d)phenyl)ethynyl)-3-hydroxy-1-methylpyrrolidin-2-one